O=C(C(=O)NC=1C2=C(C=NC1)C=NN2COCC[Si](C)(C)C)N2[C@H](CC[C@@H](C2)C)C2=CC=C1C=CC(=NC1=C2)C2CCN(CC2)C 2-Oxo-2-[(2R,5S)-5-methyl-2-[2-(1-methyl-4-piperidyl)-7-quinolyl]-1-piperidyl]-N-[1-(2-trimethylsilylethoxymethyl)pyrazolo[4,3-c]pyridin-7-yl]acetamide